1-[(2R,5S)-5-fluoro-3,4-dihydroxy-5-(hydroxymethyl)tetrahydrofuran-2-yl]pyrimidine-2,4-dione F[C@]1(C(C([C@@H](O1)N1C(NC(C=C1)=O)=O)O)O)CO